3-{4-[(3S)-4-(4-methoxyphenyl)-3-methylpiperazine-1-sulfonyl]phenyl}-1-(pyridin-3-ylmethyl)urea COC1=CC=C(C=C1)N1[C@H](CN(CC1)S(=O)(=O)C1=CC=C(C=C1)NC(NCC=1C=NC=CC1)=O)C